N1=CNC=2CN(CCC21)C(=O)OC(C)(C)C tert-Butyl 3,4,6,7-tetrahydro-5H-imidazo[4,5-c]pyridine-5-carboxylate